[Na].COC1=CC2=C(NC(=N2)S(=O)CC2=NC=C(C(=C2C)OC)C)C=C1 5-methoxy-2-{[(4-methoxy-3,5-dimethyl-2-pyridyl)-methyl]-sulfinyl}-1H-benzimidazole sodium